4-(4-((2,6-dioxopiperidin-3-yl)amino)-2,3-difluorophenyl)piperazine-1-carboxylic acid tert-butyl ester C(C)(C)(C)OC(=O)N1CCN(CC1)C1=C(C(=C(C=C1)NC1C(NC(CC1)=O)=O)F)F